COC(C1=CC(=CC(=C1)OC)C=O)=O 3-formyl-5-methoxy-benzoic acid methyl ester